S1C(SCCC1)C=1C=C(C=C(C1OCC1=CC=C(C=C1)OC)F)N1N=NC(=C1)C1=CC=C(C=C1)N1CCCC1 1-(3-(1,3-Dithian-2-yl)-5-fluoro-4-(4-methoxybenzyloxy)phenyl)-4-(4-(pyrrolidin-1-yl)phenyl)-1H-1,2,3-triazole